(2-amino-6-(2-methyl-5-(trifluoromethyl)phenyl)imidazo[1,2-a]pyridin-3-yl)((1s,2s)-2-fluorocyclopropyl)methanone NC=1N=C2N(C=C(C=C2)C2=C(C=CC(=C2)C(F)(F)F)C)C1C(=O)[C@H]1[C@H](C1)F